5-[2-[2-chloro-4-(trifluoromethyl)anilino]-2-oxo-ethyl]-6-ethyl-7-[4-(5-hydroxy-6-methyl-pyrimidine-4-carbonyl)piperazin-1-yl]-N,N-dimethyl-8-oxo-pyrido[2,3-b]pyrazine-2-carboxamide ClC1=C(NC(CN2C(=C(C(C=3C2=NC=C(N3)C(=O)N(C)C)=O)N3CCN(CC3)C(=O)C3=NC=NC(=C3O)C)CC)=O)C=CC(=C1)C(F)(F)F